(2-(2-hydroxypropan-2-yl)azetidin-1-yl)methanone OC(C)(C)C1N(CC1)C=O